N1,N1,N3,N3-tetrakis(3-(trimethoxysilyl)propyl)propane-1,3-diamine CO[Si](CCCN(CCCN(CCC[Si](OC)(OC)OC)CCC[Si](OC)(OC)OC)CCC[Si](OC)(OC)OC)(OC)OC